methyl (2R)-2-amino-3-[2-(cyclopropylmethoxy)phenyl]propanoate hydrochloride Cl.N[C@@H](C(=O)OC)CC1=C(C=CC=C1)OCC1CC1